BrC=1C(=NC=C(C1)C(F)(F)F)OC 3-bromo-2-methoxy-5-(trifluoromethyl)pyridine